(Z)-6-((2-(aminomethyl)-3-fluoroallyl)oxy)-N-((2-methoxypyridin-4-yl)methyl)benzo[d]oxazol-2-amine 4-methylbenzenesulfonate CC1=CC=C(C=C1)S(=O)(=O)O.NC/C(/COC1=CC2=C(N=C(O2)NCC2=CC(=NC=C2)OC)C=C1)=C/F